7-(3-aminophenoxy)-5-methyl-3-((1-((2-(trimethylsilyl)ethoxy)methyl)-1H-indazol-4-yl)methyl)-3,5-dihydro-4H-pyridazino[4,5-b]indol-4-one NC=1C=C(OC=2C=CC=3C4=C(N(C3C2)C)C(N(N=C4)CC4=C2C=NN(C2=CC=C4)COCC[Si](C)(C)C)=O)C=CC1